Methyl (trans-4-((3-(2-cyclopropylthiazol-5-yl)phenyl)((trans-4-(4-methoxy-3-methylphenyl) cyclohexyl)methyl)carbamoyl) cyclohexyl)carbamate C1(CC1)C=1SC(=CN1)C=1C=C(C=CC1)N(C(=O)[C@@H]1CC[C@H](CC1)NC(OC)=O)C[C@@H]1CC[C@H](CC1)C1=CC(=C(C=C1)OC)C